(R)-3-(3-fluoro-5-(pyridin-2-ylmethoxy)phenyl)isoxazolidine FC=1C=C(C=C(C1)OCC1=NC=CC=C1)[C@@H]1NOCC1